2-(10-propenoyl-3-(8-ethynylnaphthalen-1-yl)-4-fluoro-7-methyl-8-oxo-8,8a,9,10,11,12-hexahydro-7H-pyrazino[1',2':4,5]pyrazino[2,3-c][1,6]naphthyridin-11-yl)acetonitrile C(C=C)(=O)N1CC2N(C3=C(C=NC4=C(C(=NC=C34)C3=CC=CC4=CC=CC(=C34)C#C)F)N(C2=O)C)CC1CC#N